ClC=1C=C(C=CC1C(F)(F)F)NC1=CC(N(C=2N(C(N(C(C21)=O)C)=O)C)C)=O 5-{[3-chloro-4-(trifluoromethyl)phenyl]amino}-1,3,8-trimethylpyrido[2,3-d]pyrimidine-2,4,7(1h,3h,8h)-trione